(1R,2R,5R)-1-Amino-5-(2-boronoethyl)-2-((dibenzylamino)methyl)cyclohexane-1-carboxylic acid dihydrochloride Cl.Cl.N[C@]1([C@H](CC[C@H](C1)CCB(O)O)CN(CC1=CC=CC=C1)CC1=CC=CC=C1)C(=O)O